ClC1=C(C(=O)N(C)C)C=C(C=C1)CN1N=NC(=C1)C1=C(N=C2N1C=CC=C2)C2=CC=C(C=C2)Cl 2-Chloro-5-((4-(2-(4-chlorophenyl)imidazo[1,2-a]pyridin-3-yl)-1H-1,2,3-triazol-1-yl)methyl)-N,N-dimethylbenzamid